CC1COCCN1C1=CC(=NC=N1)N 6-(3-methylmorpholino)pyrimidin-4-amine